N[C@@H](C(C)C)C(=O)O[C@@H]1[C@H](O[C@@]([C@@H]1O)(C#N)C1=CC=C2C(=NC=NN21)NC(=O)OCOC(C)=O)COC(CC2CCCCC2)=O (2R,3S,4R,5R)-5-(4-(((acetoxymethoxy)carbonyl)amino)pyrrolo[2,1-f][1,2,4]triazin-7-yl)-5-cyano-2-((2-cyclohexylacetoxy)methyl)-4-hydroxytetrahydrofuran-3-yl L-valinate